cyclohexyl-2-methyl-3,4-epoxycyclohexylcarboxylate C1(CCCCC1)C1(C(C2C(CC1)O2)C)C(=O)[O-]